FCOC1=NC=CC(=C1)CNC(=O)N[C@@H]1[C@H]2CCC([C@@H]12)(F)F |r| 1-[[2-(fluoro-methoxy)pyridin-4-yl]methyl]-3-[rac-(1R,5S,6R)-2,2-difluoro-6-bicyclo[3.1.0]hexanyl]urea